1-((1-(methylsulfonyl)azetidin-3-yl)methyl)-1H-imidazol-5-ylAcrylic acid CS(=O)(=O)N1CC(C1)CN1C=NC=C1C(C(=O)O)=C